N-(2-bromo-4-(perfluoropropan-2-yl)-6-(trifluoromethoxy)phenyl)-2-fluoro-3-(((cyclopropanecarbonyl)oxy)(6-fluoropyridine-3-carbonyl)amino)benzamide BrC1=C(C(=CC(=C1)C(C(F)(F)F)(C(F)(F)F)F)OC(F)(F)F)NC(C1=C(C(=CC=C1)N(C(=O)C=1C=NC(=CC1)F)OC(=O)C1CC1)F)=O